N-[2-(3-bromo-7-hydroxy-1-naphthyl)ethyl]acetamide BrC=1C=C(C2=CC(=CC=C2C1)O)CCNC(C)=O